N-[4-(3-Cyano-2-methyl-phenyl)-5-(2,6-dimethyl-4-pyridyl)thiazol-2-yl]-2-oxa-6-azaspiro[3.3]heptan-6-carboxamid C(#N)C=1C(=C(C=CC1)C=1N=C(SC1C1=CC(=NC(=C1)C)C)NC(=O)N1CC2(COC2)C1)C